4-[6-(2-chloro-4-fluoro-phenyl)-4-cyano-3-hydroxy-pyridin-2-yl]-4-oxo-butyric acid ethyl ester C(C)OC(CCC(=O)C1=NC(=CC(=C1O)C#N)C1=C(C=C(C=C1)F)Cl)=O